3-[5-(6-bromo-hexyl)-3-methyl-2-oxo-1,3-benzo-diazol-1-yl]piperidine-2,6-dione BrCCCCCCC1=CC2=C(N(C(N2C)=O)C2C(NC(CC2)=O)=O)C=C1